[N+](=[N-])=CC(CC[C@@H](C(=O)OC(C)(C)C)NC([C@H](C)NC(CN(C)C)=O)=O)=O tert-Butyl (S)-6-diazo-2-((S)-2-(2-(dimethylamino)acetamido)propanamido)-5-oxohexanoate